N-(4-(3-aminoprop-1-yn-1-yl)-3-(hydroxymethyl)phenyl)piperidine NCC#CC1=C(C=C(C=C1)N1CCCCC1)CO